O=C1NC(CCC1N1C(N(C2=C1C=CC(=C2)CCC=O)C)=O)=O 3-[1-(2,6-dioxo-3-piperidyl)-3-methyl-2-oxo-benzimidazol-5-yl]propanal